tert-butyl N-[(2-{[(1S)-5-[2-(2-aminopyridin-3-yl)-5-(pyrazol-1-yl)imidazo[4,5-b]pyridin-3-yl]-2,3-dihydro-1H-inden-1-yl]carbamoyl}phenyl)methyl]carbamate NC1=NC=CC=C1C1=NC=2C(=NC(=CC2)N2N=CC=C2)N1C=1C=C2CC[C@@H](C2=CC1)NC(=O)C1=C(C=CC=C1)CNC(OC(C)(C)C)=O